Cl.C(C)(C)N1N=CC=2CC3(CCNCC3)CC(C12)=O 1-isopropyl-4,6-dihydrospiro[indazole-5,4'-piperidin]-7(1H)-one hydrochloride